1-(4-((7-methoxy-4-((2',3',4'-trifluoro-4-methoxy-[1,1'-biphenyl]-3-yl)amino)quinazolin-6-yl)oxy)piperidin-1-yl)prop-2-en-1-one COC1=C(C=C2C(=NC=NC2=C1)NC=1C=C(C=CC1OC)C1=C(C(=C(C=C1)F)F)F)OC1CCN(CC1)C(C=C)=O